3-tert-Butyl-2-isobutyl-2-methoxy-[1,3,2]oxazasilolidine C(C)(C)(C)N1[Si](OCC1)(OC)CC(C)C